5-(1,2,3-benzotriazole-1-carbonyl)-N-isopropyl-2-(methylsulfanyl)pyrimidin-4-amine N1(N=NC2=C1C=CC=C2)C(=O)C=2C(=NC(=NC2)SC)NC(C)C